4-((4-(2-(4-chlorophenoxy)-2-methylpropanoyl)-2-methylpiperazin-1-yl)sulfonyl)benzoic acid ClC1=CC=C(OC(C(=O)N2CC(N(CC2)S(=O)(=O)C2=CC=C(C(=O)O)C=C2)C)(C)C)C=C1